C1(=CC=C(C=C1)CC(=O)N1CCOCC1)C1=CC=CC=C1 2-([1,1'-biphenyl]-4-yl)-1-morpholinoethane-1-one